1-(5-ethyl-imidazolidin-1-yl)-1,6-dihydroimidazo[4,5-d]Pyrrolo[2,3-b]Pyridine C(C)C1CNCN1N1C=NC=2C1=C1C(=NC2)NC=C1